Methyl (2S)-2-isocyanato-3-methyl-butanoate N(=C=O)[C@H](C(=O)OC)C(C)C